C(C(=C)C)(=O)OC[Si](O[SiH](CCC(F)(F)F)C)(O[SiH](CCC(F)(F)F)C)O[SiH](C)CCC(F)(F)F methacryloxymethyl-tris(trifluoropropyl-methyl-siloxy)silane